2-chloro-1-(4-(5,6-dimethyl-2-phenethylthieno[2,3-d]pyrimidin-4-yl)piperazin-1-yl)ethan-1-one ClCC(=O)N1CCN(CC1)C=1C2=C(N=C(N1)CCC1=CC=CC=C1)SC(=C2C)C